NC1=CC=C(C=C1)C1=CC(=NN1)NC1=C(C=C(C=C1)O)C 4-((5-(4-aminophenyl)-1H-pyrazol-3-yl)amino)-3-methylphenol